1,6-anhydro-β-D-galactopyranose [C@H]12[C@H](O)[C@@H](O)[C@@H](O)[C@H](O1)CO2